tris(4-(3-bromopropionamido) phenyl) phosphate P(=O)(OC1=CC=C(C=C1)NC(CCBr)=O)(OC1=CC=C(C=C1)NC(CCBr)=O)OC1=CC=C(C=C1)NC(CCBr)=O